N-[2-[[6-benzyloxy-8-fluoro-7-(1,1,4-trioxo-1,2,5-thiadiazolidin-2-yl)-2-naphthyl]oxy]ethyl]-2-[4-[1-(2,6-dioxo-3-piperidyl)-3-isopropyl-2-oxo-benzimidazol-5-yl]-1-piperidyl]acetamide C(C1=CC=CC=C1)OC=1C=C2C=CC(=CC2=C(C1N1S(NC(C1)=O)(=O)=O)F)OCCNC(CN1CCC(CC1)C1=CC2=C(N(C(N2C(C)C)=O)C2C(NC(CC2)=O)=O)C=C1)=O